CN(CC(CNC(C=C)=O)(C)C)C N-(3-(dimethylamino)-2,2-dimethylpropyl)acrylamide